2-(4-fluorophenyl)-2-hydroxyiminoethyl-diphenylphosphine FC1=CC=C(C=C1)C(CP(C1=CC=CC=C1)C1=CC=CC=C1)=NO